CN(CCOC=1C(=C(N)C(=CC1)[N+](=O)[O-])C(F)(F)F)C 3-(2-(dimethylamino)ethoxy)-6-nitro-2-(trifluoromethyl)aniline